C(C)OC(C(CC(CC1=CC=C(C=C1)C(F)(F)F)=O)=O)=O.C(=O)(O)C=1C=C(C=CC1)C(C(C(C(C(C(C1=CC(=CC=C1)C(=O)O)(F)F)(F)F)(F)F)(F)F)(F)F)(F)F 1,6-Bis(m-carboxyphenyl)perfluorohexane ethyl-2,4-dioxo-5-[4-(trifluoromethyl)phenyl]pentanoate